bromo-(2-methoxy-2-oxo-ethyl)zinc Br[Zn]CC(=O)OC